ClC=1C=2C(N=C3N(C2C=CC1)C1=CC(=CC=C1C3(C)C)N3CCN(CC3)CC3=NC=C(C=N3)N3CCN(CC3)C3=CC(=C(C(=C3)F)C3C(NC(CC3)=O)=O)F)=O 3-(4-(4-(2-((4-(4-chloro-7,7-dimethyl-5-oxo-5,7-dihydroindolo[1,2-a]quinazolin-10-yl)piperazin-1-yl)methyl)pyrimidin-5-yl)piperazin-1-yl)-2,6-difluorophenyl)piperidine-2,6-dione